N-[(3R,4R)-4-hydroxytetrahydrofuran-3-yl]-3-oxo-2-(pyridin-3-yl)-6-[4-(trifluoromethoxy)phenyl]-2,3-dihydropyridazine-4-carboxamide O[C@@H]1[C@@H](COC1)NC(=O)C=1C(N(N=C(C1)C1=CC=C(C=C1)OC(F)(F)F)C=1C=NC=CC1)=O